3-(1-methylvinyl)-7-[2,3,5-tri(fluoro)phenyl]-1H-indole-2-carboxylic acid ethyl ester C(C)OC(=O)C=1NC2=C(C=CC=C2C1C(=C)C)C1=C(C(=CC(=C1)F)F)F